[Mo].N1[C@@H](CCC1)C(=O)O proline molybdenum